C(#N)C=1C2=C(N(N=C2C=C(C1)B1OC(C(O1)(C)C)(C)C)C)C1=CC(=C(C(=O)NCC2(CC2)F)C(=C1)OC)OC(F)F 4-[4-cyano-2-methyl-6-(4,4,5,5-tetramethyl-1,3,2-dioxaborolan-2-yl)indazol-3-yl]-2-(difluoromethoxy)-N-[(1-fluorocyclopropyl)methyl]-6-methoxybenzamide